1-(3-(3-chloro-5-(1-((2-(trimethylsilyl)ethoxy)methyl)-1H-pyrrolo[3,2-c]pyridin-4-yl)phenyl)morpholino)prop-2-en-1-one ClC=1C=C(C=C(C1)C1=NC=CC2=C1C=CN2COCC[Si](C)(C)C)C2COCCN2C(C=C)=O